N-(5-Acetyl-2,3-dihydro-1H-inden-2-yl)-4-amino-6-((2-fluorophenyl)amino)picolinamide C(C)(=O)C=1C=C2CC(CC2=CC1)NC(C1=NC(=CC(=C1)N)NC1=C(C=CC=C1)F)=O